P(=O)([O-])([O-])[O-].[Ce+3] Cerium phosphat